CC1(C(C(=C[C@@]2(CCN(C2)C(CC2CC(CCC2)C(F)(F)F)=O)C1)C#N)=O)C (5S)-9,9-dimethyl-8-oxo-2-{[3-(trifluoromethyl)cyclohexyl]acetyl}-2-azaspiro[4.5]dec-6-ene-7-carbonitrile